Tert-butyl (1-[1H-benzotriazol-1-yl (imino)methyl]piperidin-4-yl)carbamate N1(N=NC2=C1C=CC=C2)C(N2CCC(CC2)NC(OC(C)(C)C)=O)=N